CC=1C=2N(C=C(N1)C)N=C(C2)C=2N=C1N(C(C2)=O)C=C(C=C1)N1CC2C(CC1)N(CC2)C 2-(4,6-dimethylpyrazolo[1,5-a]pyrazin-2-yl)-7-(1-methyl-octahydro-5H-pyrrolo[3,2-c]pyridin-5-yl)-4H-pyrido[1,2-a]pyrimidin-4-one